4-((4-((2-ethyl-4-phenylthiazol-5-yl)oxy)pyridin-2-yl)amino)-N-methylbenzamide C(C)C=1SC(=C(N1)C1=CC=CC=C1)OC1=CC(=NC=C1)NC1=CC=C(C(=O)NC)C=C1